C(CCC)CCCC(CCCCCC)CC(=O)N(C)C n-butyl-(2E,4E)-4-(2-(dimethylamino)-2-oxoethyl)decane